OC(C(C1=C(C=CC=C1)C)(C1=CC=CC=C1)C1=CC=CC=C1)O dihydroxydiphenyl-tolyl-methyl-methane